BrC=1N=C(C=C2C=C(C=NC12)C(F)(F)F)N 8-bromo-3-(trifluoromethyl)-1,7-naphthyridin-6-amine